1-methyl-4-((phenyl-ethyl)sulfonyl)benzene CC1=CC=C(C=C1)S(=O)(=O)CCC1=CC=CC=C1